O=C(C(=O)NCCCCCC(=O)O)NCCCCCC(=O)O 6,6'-[(1,2-dioxo-1,2-ethanediyl)diimino]bis-hexanoic acid